(2S)-2-[(3S,5Z)-5-[[4-[(E)-3-(4-Bromophenyl)-3-oxoprop-1-enyl]phenyl]methylidene]-1-oxo-3-sulfanyl-1,2,4-thiadiazolidin-2-yl]-3-phenylpropanoic acid BrC1=CC=C(C=C1)C(/C=C/C1=CC=C(C=C1)\C=C/1\N[C@@H](N(S1=O)[C@H](C(=O)O)CC1=CC=CC=C1)S)=O